1-(2-(diethylamino)ethyl)-3-(4-methyl-2-(piperazin-1-yl)quinolin-6-yl)thiourea C(C)N(CCNC(=S)NC=1C=C2C(=CC(=NC2=CC1)N1CCNCC1)C)CC